CC1=C(C=CC=C1C)OC 2,3-dimethylanisole